CN1C=NC(=C1)N1C(CN(CC1)C(=O)OC(C)(C)C)=O tert-butyl 4-(1-methyl-1H-imidazol-4-yl)-3-oxopiperazine-1-carboxylate